chlorobenzo[d]thiazol-6-amine ClC=1SC2=C(N1)C=CC(=C2)N